2-(2,4-difluorophenyl)-N-((2-(2,6-dioxopiperidin-3-yl)-1-oxoisoindol-5-yl)methyl)-2,2-difluoroacetamide FC1=C(C=CC(=C1)F)C(C(=O)NCC=1C=C2CN(C(C2=CC1)=O)C1C(NC(CC1)=O)=O)(F)F